FC1=C(C(=CC=C1)OC)C1=NC=CC(=N1)C(=O)NC1=C(C=C(C=C1)C(=C)C)N1C[C@H](C[C@H]1CO)NC(OC(C)(C)C)=O tert-Butyl (3S,5S)-1-(2-(2-(2-Fluoro-6-methoxyphenyl)pyrimidine-4-carboxamido)-5-(prop-1-en-2-yl)phenyl)-5-(hydroxymethyl)pyrrolidin-3-ylcarbamate